ClC1=CC=C(C=C1)C1=C(C=CC=C1)CN1CC2CCC(C1)N2C=2C=C1CN(C(C1=CC2)=O)C2C(NC(CC2)=O)=O 3-(5-(3-((4'-chloro-[1,1'-biphenyl]-2-yl)methyl)-3,8-diazabicyclo[3.2.1]octane-8-yl)-1-oxoisoindolin-2-yl)piperidine-2,6-dione